oxo-isoindoline O=C1NCC2=CC=CC=C12